BrC=1C(=CC(=C(C1)CC(CC)NC(OC(C)(C)C)=O)OC)CCC tert-butyl (1-(5-bromo-2-methoxy-4-propylphenyl)butan-2-yl)carbamate